ClC1=NC=CC(=C1)C1CC2=CC=CC=C2C=C1 2-(2-chloropyridin-4-yl)-1H-naphthalen